p-hexadecyloxyaniline C(CCCCCCCCCCCCCCC)OC1=CC=C(N)C=C1